N1N=CC2=CC=C3C(=C12)C=CO3 1H-furo[2,3-g]Indazole